C(C)P(=S)(CC)SSSP(=S)(CC)CC bis(diethyl thiophosphoryl) trisulfide